FC1=C(C=CC(=C1)F)C=1C2=C(N=CN1)N=C(C(=C2)C(=O)[O-])C 4-(2,4-difluorophenyl)-7-methylpyrido[2,3-d]-pyrimidine-6-carboxylate